lithium-chromium fluoride [F-].[Cr+3].[Li+].[F-].[F-].[F-]